C(C)(C)(C)OC1=NC(=NC2=C(C(=C(C=C12)C1CC1)Cl)O[C@@H](C)C1=CC=CC2=CC=CC=C12)OC[C@H](C)OC 4-tert-butoxy-7-chloro-6-cyclopropyl-2-[(2S)-2-methoxypropoxy]-8-[(1S)-1-(naphthalen-1-yl)ethoxy]quinazoline